C1(C=CC=C1)CCOC(CCC(=O)O)=O 4-(2-(cyclopentadienyl)ethoxy)-4-oxobutanoic acid